spiro[cyclohexane-1,4'-thieno[2,3-c]pyrrole]-6'(5'h)-one S1C=CC2=C1C(NC21CCCCC1)=O